(3-Isocyanatopropyl)dimethylpropoxysilane N(=C=O)CCC[Si](OCCC)(C)C